8-bromo-6-methyl-2-(N-methylanilino)-4-oxo-chromene-3-carbonitrile BrC=1C=C(C=C2C(C(=C(OC12)N(C1=CC=CC=C1)C)C#N)=O)C